CN(CCOCCOC1=CC=C(C=C1)C(C)(CC(C)(C)C)C)C N,N-dimethyl-2-(2-(4-(2,4,4-trimethylpentan-2-yl)phenoxy)ethoxy)ethan-1-amine